C[C@@H]1N(CCN(C1)C)C(=O)C1=CC=C(C=C1)C1=NOC(=C1)C1=NNC2=CC(=C(C=C12)F)OCCOC 3-(3-{4-[(2S)-2,4-Dimethylpiperazin-1-carbonyl]phenyl}-1,2-oxazol-5-yl)-5-fluoro-6-(2-methoxyethoxy)-1H-indazol